1-{1-[4,5-Dichloro-2-methoxy-3-(1-oxetan-3-ylazetidin-3-yl)phenyl]ethyl}-3-methyl-1H-pyrazolo[3,4-d]pyrimidin-4-amine ClC1=C(C(=C(C=C1Cl)C(C)N1N=C(C=2C1=NC=NC2N)C)OC)C2CN(C2)C2COC2